O1CCN(CC1)C=1C(=CC2=C(OCC(N2)=O)C1)[N+](=O)[O-] 7-morpholino-6-nitro-2H-benzo[b][1,4]oxazin-3(4H)-one